4-(5-(2-chloro-5-(2-hydroxyethoxy)pyrimidin-4-yl)-1H-pyrazol-3-yl)piperidine-1-carboxylate ClC1=NC=C(C(=N1)C1=CC(=NN1)C1CCN(CC1)C(=O)[O-])OCCO